C1(=CC=C(C=C1)[C@@]1(CC[C@@]2([C@H]3CC[C@@]4([C@H](CC[C@H]4[C@@H]3CC[C@@H]2C1)[C@@H](CCC(=O)O)C)C)C)F)C1=CC=CC=C1 (R)-4-((3S,5R,8R,9S,10S,13R,14S,17R)-3-([1,1'-biphenyl]-4-yl)-3-fluoro-10,13-dimethylhexadecahydro-1H-cyclopenta[a]phenanthren-17-yl)pentanoic acid